5-(3,5-dibromo-4-hydroxybenzylidene)-1-(4-methoxyphenyl)pyrimidine-2,4,6(1H,3H,5H)-trione BrC=1C=C(C=C2C(NC(N(C2=O)C2=CC=C(C=C2)OC)=O)=O)C=C(C1O)Br